C1(CCCC1)C1=CC2=C(N=C(N=C2N)NC2CCN(CC2)C)N=C1 6-cyclopentyl-N2-(1-methylpiperidin-4-yl)pyrido[2,3-d]pyrimidine-2,4-diamine